C(C)OC(=O)C=1C(C(=C2N([C@@H](CC=3C=C(C(=NC23)C2CC2)OCCCOC)C(C)(C)C)C1)OCC1=CC=CC=C1)=O (S)-11-(benzyloxy)-6-(tert-butyl)-2-cyclopropyl-3-(3-methoxypropoxy)-10-oxo-6,10-dihydro-5H-pyrido[1,2-H][1,7]Naphthyridine-9-carboxylic acid ethyl ester